N-((5-(trifluoromethyl)pyridin-2-yl)methyl)formamide FC(C=1C=CC(=NC1)CNC=O)(F)F